(R)-6-(3-(3-fluoro-5-thiomorpholinophenyl)isoxazolidin-2-yl)-N-(4-(4-methylpiperazine-1-yl)phenyl)pyrimidin-4-amine FC=1C=C(C=C(C1)N1CCSCC1)[C@@H]1N(OCC1)C1=CC(=NC=N1)NC1=CC=C(C=C1)N1CCN(CC1)C